C(CCCCC)OC(CCCCCCC)=O caprylic acid hexyl ester